C(C)(C)(C)OC(=O)NC=1C(N(C=CC1)C(C(=O)N[C@H](C(=O)OC)C[C@H]1C(NCC1)=O)CC1CC1)=O methyl (S)-2-(2-(3-((tert-butoxycarbonyl)amino)-2-oxopyridin-1(2H)-yl)-3-cyclopropylpropanamido)-3-((S)-2-oxopyrrolidin-3-yl)propanoate